N-(2-ethoxyethyl)-N-[2-(2-methoxyethoxy)ethyl]-N-methylamine C(C)OCCN(C)CCOCCOC